N,N-dimethylpyrrolo[2,3-d]-pyrimidine-6-carboxamide CN(C(=O)C=1CC2=C(N=CN=C2)N1)C